[In]#CCCCCCCC indanonyne